ClC1=NC=C(C(=N1)C1=NN2C(N[C@H](CC2=C1)COC)=O)C (R)-2-(2-chloro-5-methylpyrimidin-4-yl)-5-(methoxymethyl)-5,6-dihydropyrazolo[1,5-c]pyrimidin-7(4H)-one